(6R,14S)-9-fluoro-14-methyl-13-oxa-2,17,20,21,24-pentaazapentacyclo[16.5.2.02,6.07,12.021,25]pentacosane-1(24),7,9,11,18(25),19,22-heptaene-16-one FC=1C=C2[C@H]3CCCN3C=3C=CN4N=CC(NC(C[C@@H](OC2=CC1)C)=O)=C4N3